C(C)C1=C(N=C(C(=N1)C(=O)N)NC1=CC(=C(C=C1)N1CCC(CC1)N1CCN(CC1)C(CCCCC(=O)NO)=O)OC)NC1CCOCC1 6-ethyl-3-((4-(4-(4-(6-(hydroxyamino)-6-oxohexanoyl)piperazin-1-yl)-piperidin-1-yl)-3-methoxyphenyl)amino)-5-((tetrahydro-2H-pyran-4-yl)amino)pyrazine-2-carboxamide